1-(6-((4-((5-Aminopentyl)amino)-5-(trifluoromethyl)pyrimidin-2-yl)amino)-3,4-dihydroisoquinolin-2(1H)-yl)-3-hydroxy-3-methylbutan-1-one NCCCCCNC1=NC(=NC=C1C(F)(F)F)NC=1C=C2CCN(CC2=CC1)C(CC(C)(C)O)=O